6-[4-(dimethylamino)-5,6-difluoro-8-(methylamino)-9H-pyrido[2,3-b]indol-3-yl]-1-(morpholin-3-ylmethyl)-4-oxo-1,8-naphthyridine-3-carboxylic acid CN(C1=C(C=NC=2NC3=C(C=C(C(=C3C21)F)F)NC)C=2C=C1C(C(=CN(C1=NC2)CC2NCCOC2)C(=O)O)=O)C